C(C)[C@@](C(O)=O)(C)C1=CC=C(CC(C)C)C=C1 (S)-ethyl-ibuprofen